Rel-(S)-1-(2-(4-(2,4-difluorophenoxy)piperidin-1-yl)-3-(1-methyl-1H-pyrazol-4-yl)pyrido[3,4-b]pyrazin-7-yl)-2-methylpropane-1,2-diol FC1=C(OC2CCN(CC2)C=2N=C3C(=NC2C=2C=NN(C2)C)C=NC(=C3)[C@@H](C(C)(O)C)O)C=CC(=C1)F |o1:26|